2'-(ethane-1,2-diylbis(oxy))bis(ethan-1-ol) C(COCCO)OCCO